C(C1=CC=CC=C1)(C1=CC=CC=C1)C1=NN(C(=N1)[C@H](C)NC(C1=NC=CC(=C1O)OC)=O)C (S)-N-(1-(3-benzhydryl-1-methyl-1,2,4-triazol-5-yl)ethyl)-3-hydroxy-4-methoxypicolinamide